ClC=1C2=C(C(=NC1)C1=CC=C(C(=O)NC3CCC(CC3)(C)O)C=C1)C=CN2 4-(7-Chloro-1H-pyrrolo[3,2-c]pyridin-4-yl)-N-(trans-4-hydroxy-4-methylcyclohexyl)benzamide